(5R)-tert-butyl 2-(3-chlorophenyl)-5-methylpiperazine-1-carboxylate ClC=1C=C(C=CC1)C1N(C[C@H](NC1)C)C(=O)OC(C)(C)C